[Si](C1=CC=CC=C1)(C1=CC=CC=C1)(C(C)(C)C)OCCC(=O)NCC1=C(C=CC(=C1)[N+](=O)[O-])F 3-[(tert-butyldiphenylsilyl)oxy]-N-[(2-fluoro-5-nitrophenyl)methyl]propanamide